2-({[5-ethyl-1-methyl-2-(trifluoromethyl)pyrrol-3-yl]methyl}sulfanyl)-3H,5H,6H,7H-cyclopenta[d]pyrimidin-4-one trifluoroacetate salt FC(C(=O)O)(F)F.C(C)C1=CC(=C(N1C)C(F)(F)F)CSC=1NC(C2=C(N1)CCC2)=O